ClC=1C(=C(C(=CC1)C#N)C1=CN=C(C(=N1)C(=O)NC=1C=NN(C1)[C@H](C)C1=NC(=C(N=C1)N1C([C@@H]2C[C@@H]2C1)=O)C)C)F |o1:23| 6-(3-Chloro-6-cyano-2-fluorophenyl)-3-methyl-N-(1-((R or S)-1-(6-methyl-5-((1R,5S)-2-oxo-3-azabicyclo[3.1.0]hexan-3-yl)pyrazin-2-yl)ethyl)-1H-pyrazol-4-yl)pyrazine-2-carboxamide